5-(4-((3-ethyl-5-fluoro-2,4-dioxo-1,2,3,4-tetrahydroquinazolin-7-yl)methyl)piperazin-1-yl)-6-chloro-N-ethylpyridinecarboxamide C(C)N1C(NC2=CC(=CC(=C2C1=O)F)CN1CCN(CC1)C=1C=CC(=NC1Cl)C(=O)NCC)=O